OC1=CC=C(C=C1)C(C1=CC=C(C=C1)Br)C1=CC=C(C=C1)O bis(4-hydroxyphenyl)-4-bromophenylmethane